C(C)(=O)[O-].[Fe+2].C(C)(=O)[O-] iron (2+) acetate